C(C(CCCC(C)O)O)O 1,2,6-heptanetriol